dimethyl-bis(1,1-dimethyl-propyneoxy)silane C[Si](OC(C#C)(C)C)(OC(C#C)(C)C)C